FC(OC=1C(=NC=CC1)NN)F (difluoromethoxy)-2-hydrazinopyridine